C12(CC3CC(CC(C1)C3)C2)CCN2CC(N(CC2)CCC)CF 3-(4-(2-((3r,5r,7r)-adamantane-1-yl)ethyl)-2-(fluoromethyl)piperazin-1-yl)propane